(R)-1-Amino-8-aza-spiro[4.5]decane-8-carboxylic acid (4-methoxy-7-phenyl-thiazolo[4,5-c]pyridin-2-yl)-amide COC1=NC=C(C2=C1N=C(S2)NC(=O)N2CCC1(CCC[C@H]1N)CC2)C2=CC=CC=C2